C(CCCCCCC)NC1=CC=NC=C1 N-octyl-4-pyridinamine